[C@@H]1([C@H](O)[C@H](O)[C@@H](CO)O1)N1C=CC=2C(=S)NC(N)=NC12 6-thio-7-deazaguanosine